(E)-2-(6-(2-(3-methylbenzylidene)hydrazinyl)-2-morpholino-9H-purin-9-yl)-1-(2-(trifluoromethyl)phenyl)ethan-1-one CC=1C=C(\C=N\NC2=C3N=CN(C3=NC(=N2)N2CCOCC2)CC(=O)C2=C(C=CC=C2)C(F)(F)F)C=CC1